CC1=NN(C2=NC(=CN=C21)N2CC1(CN(C1)C1=NC(=NC(=C1)C)C(F)(F)F)CC2)C2COC2 3-methyl-6-(2-(6-methyl-2-(trifluoromethyl)pyrimidin-4-yl)-2,6-diazaspiro[3.4]octan-6-yl)-1-(oxetan-3-yl)-1H-pyrazolo[3,4-b]pyrazine